(Z)-1-(3-(2-benzyl-5-methylphenyl)-4-oxothiazolidin-2-ylidene)-3-(2-fluoro-4-(1-(4-(trifluoromethyl)phenyl)-1H-1,2,4-triazol-3-yl)phenyl)urea C(C1=CC=CC=C1)C1=C(C=C(C=C1)C)N1/C(/SCC1=O)=N/C(=O)NC1=C(C=C(C=C1)C1=NN(C=N1)C1=CC=C(C=C1)C(F)(F)F)F